1-[2-(2H-1,3-Benzodioxol-5-yl)-1-methyl-ethyl]-1,3,3-trimethylurea O1COC2=C1C=CC(=C2)CC(C)N(C(=O)N(C)C)C